2-amino-5-(4-methyl-1-piperazinyl)benzonitrile NC1=C(C#N)C=C(C=C1)N1CCN(CC1)C